NC=1C(=NN(C1)CCOCCOCCOCCOCCNC(OCC[Si](C)(C)C)=O)OC 2-trimethylsilylethyl N-[2-[2-[2-[2-[2-(4-amino-3-methoxy-pyrazol-1-yl)ethoxy]ethoxy] ethoxy]ethoxy]ethyl]carbamate